1-[[2-(difluoro-methoxy)pyridin-4-yl]methyl]-3-[(3-fluoro-1-bicyclo[1.1.1]pentanyl)methyl]urea FC(OC1=NC=CC(=C1)CNC(=O)NCC12CC(C1)(C2)F)F